FC1=C(CNC2=NC(N3C(N4C(CS(CC4)=O)C3)=C2)=O)C=CC=C1F 7-((2,3-difluorobenzyl)amino)-3,4,11,11a-tetrahydropyrimido[6',1':2,3]imidazo[5,1-c][1,4]thiazin-9(1H)-one-2-oxide